anti-3-[1-(3-(2-chloro-4-fluorophenyl)propyl)-3-((dimethylamino)methyl)-4-hydroxypiperidin-4-yl]benzamide ClC1=C(C=CC(=C1)F)CCCN1CC(C(CC1)(O)C=1C=C(C(=O)N)C=CC1)CN(C)C